ethoxy-4-[7-(4-hydroxyphenyl)-3,5-dioxohepta-1,6-dieneyl]phenolate C(C)OC1=C(C=CC(=C1)C=CC(CC(C=CC1=CC=C(C=C1)O)=O)=O)[O-]